Aluminum dimethylaluminum isopropoxide CC([O-])C.C[Al+]C.[Al+3].CC([O-])C.CC([O-])C.CC([O-])C